ClC=1C=C2C(=CC1)NC(C21CCN(CC1)CCOC1=CC(=C(C(=O)O)C=C1)C(F)F)=O 4-(2-{5-chloro-2-oxo-1,2-dihydrospiro[indole-3,4'-piperidin]-1'-yl}ethoxy)-2-(difluoromethyl)benzoic acid